C1(CC1)S(=O)(=O)N1N=CC(=C1)C1=NC=CC(=N1)C1(NC=C(C(=C1)NC1CCC(CC1)(F)F)C=1N=NC(=CC1)N1CCC(CC1)(F)F)N 2-(2-(1-(Cyclopropylsulfonyl)-1H-pyrazol-4-yl)pyrimidin-4-yl)-N4-(4,4-difluorocyclohexyl)-5-(6-(4,4-difluoropiperidin-1-yl)pyridazin-3-yl)pyridine-2,4-diamine